OCCC(CCO)=O 1,5-dihydroxypentan-3-on